2-(4-(5-chloro-2-(1H-tetrazol-1-yl)phenyl)-2,5-dioxopiperazin-1-yl)-N-(2-oxoindolin-5-yl)-3-phenylpropanamide ClC=1C=CC(=C(C1)N1CC(N(CC1=O)C(C(=O)NC=1C=C2CC(NC2=CC1)=O)CC1=CC=CC=C1)=O)N1N=NN=C1